ClC1=CC(=C2C(=N1)N(C=C2C)C2COC2)CO (6-chloro-3-methyl-1-(oxetan-3-yl)-1H-pyrrolo[2,3-b]pyridin-4-yl)methanol